FC=1C=CC(=NC1C1(COC1)F)N1N(C(C=2C1=NC(=NC2)NC2=CC=C1CCN(CC1=C2)C(=O)OC(C)(C)C)=O)C(C)C tert-butyl 7-(1-(5-fluoro-6-(3-fluorooxetan-3-yl)pyridin-2-yl)-2-isopropyl-3-oxo-2,3-dihydro-1H-pyrazolo[3,4-d]pyrimidin-6-ylamino)-3,4-dihydroisoquinoline-2(1H)-carboxylate